p-nitrocinnamamide [N+](=O)([O-])C1=CC=C(C=CC(=O)N)C=C1